CCC(CC)NC(=O)C=1SC=C(C1)C=1C=NN2C1N=CC(=C2)N2CCCC2 N-(pentan-3-yl)-4-[6-(pyrrolidin-1-yl)pyrazolo[1,5-a]pyrimidin-3-yl]thiophene-2-carboxamide